FC=1C(=NC=CC1)C1=NN=C(O1)C(=O)N1[C@@H](C2=C(CC1)NC=N2)C=2OC1=C(N2)C=CC=C1C(F)(F)F (S)-(5-(3-fluoropyridin-2-yl)-1,3,4-oxadiazol-2-yl)(4-(7-(trifluoromethyl)benzo[d]oxazol-2-yl)-6,7-dihydro-1H-imidazo[4,5-c]pyridin-5(4H)-yl)methanone